C1(CC1)C(=O)N1CCN(CC1)C(=O)C=1C=NC2=CC=C(C=C2C1N1CCC(CC1)=O)OC 1-(3-(4-(Cyclopropanecarbonyl)piperazine-1-carbonyl)-6-methoxyquinolin-4-yl)piperidin-4-one